2,5-bis(3-octadecylthiophen-2-yl)thieno[3,2-b]thiophene C(CCCCCCCCCCCCCCCCC)C1=C(SC=C1)C1=CC2=C(S1)C=C(S2)C=2SC=CC2CCCCCCCCCCCCCCCCCC